C(C)(C)(C)OC([C@H](CCC(=O)OC(C)(C)C)Br)=O (S)-2-Bromoglutaric acid di-tert-butyl ester